C(C1=CC=CC=C1)N(S(=O)(=O)CC1CCC(CC1)C(=O)OC)C methyl (1r,4r)-4-((N-benzyl-N-methylsulfamoyl)methyl)cyclohexane-1-carboxylate